C(=O)C1=CN(C2=CC=CC(=C12)C(F)(F)F)C(=O)OC(C)(C)C tert-Butyl 3-formyl-4-(trifluoromethyl)-1H-indole-1-carboxylate